C(C)C1=C(C=C(C=C1)C1=C(C=C(C=C1)C1=CCC(CC1)CCC)F)F 1-ethyl-2-fluoro-4-[2-fluoro-4-(4-propylcyclohexen-1-yl)phenyl]Benzene